CN(C1=CC=C(C=C1)C=1OC(=CC1C(=O)N)C(F)(F)F)C 2-(p-dimethylaminophenyl)-5-(trifluoromethyl)furan-3-carboxamide